3-(5-chloro-2-hydroxy-4-methylphenyl)-N-cyclopentyl-4-fluoro-N-methylbenzamide ClC=1C(=CC(=C(C1)C=1C=C(C(=O)N(C)C2CCCC2)C=CC1F)O)C